3-carbamoylhex-5-enoate C(N)(=O)C(CC(=O)[O-])CC=C